3-octyl-2,5-furandione C(CCCCCCC)C=1C(OC(C1)=O)=O